C(C)C=1C(CCC(C1)CC)=O 2,4-diethyl-2-cyclohexenone